NC1=C(C2=CN(N=C2C=C1Cl)C)CCCCCCNC(OC(C)(C)C)=O tert-butyl (6-(5-amino-6-chloro-2-methyl-2H-indazol-4-yl)hexyl)carbamate